FC1=C(CNC(=O)N2CCC3(N(C4=CC=C(C=C4C(C3)=O)F)C)CC2)C=C(C(=C1)F)NCCO N-(2,4-difluoro-5-((2-hydroxyethyl)amino)benzyl)-6'-fluoro-1'-methyl-4'-oxo-3',4'-dihydro-1'H-spiro[piperidine-4,2'-quinoline]-1-carboxamide